ClC1=CC(=C2C(=CN(C2=C1F)COCC[Si](C)(C)C)I)OCC#N 2-[6-chloro-7-fluoro-3-iodo-1-(2-trimethylsilylethoxymethyl)indol-4-yl]oxyacetonitrile